O.[OH-].[Li+] Lithium hydroxid-Monohydrat